1-(4-((4-methoxyphenyl)(pyridin-3-yl)methyl)piperazine-1-carbonyl)-1H-1,2,4-triazole-3-carbonitrile COC1=CC=C(C=C1)C(N1CCN(CC1)C(=O)N1N=C(N=C1)C#N)C=1C=NC=CC1